CN(C)CC=1C=C(CN2CCN(CC2)C2=C(C=CC=C2)/C=C/C(=O)NO)C=CC1 (E)-3-(2-(4-(3-((dimethylamino)methyl)benzyl)piperazin-1-yl)phenyl)-N-hydroxyacrylamide